FC1=CC=C(C=C1)[C@H](C)NC(CCC1=CC=2C(=NC=C(C2)F)N1CC1=CC=C(C=C1)OC(F)(F)F)=O N-[(S)-1-(4-Fluoro-phenyl)-ethyl]-3-[5-fluoro-1-(4-trifluoromethoxy-benzyl)-1H-pyrrolo[2,3-b]pyridin-2-yl]-propionamide